FC1=C(C=C(C=C1)F)C1=NOC(=C1)CN1C=C2C(C=C1)=NC(=N2)C=2C(=NN(C2C)C)C 3-(2,5-difluorophenyl)-5-((2-(1,3,5-trimethyl-1H-pyrazol-4-yl)-5H-imidazo[4,5-c]Pyridin-5-yl)methyl)isoxazole